OC1(C(CCC(C1)C)C(C)C)C(=O)NC[C@@H](C1=CC=CC=C1)O 1-hydroxy-N-((2R)-2-hydroxy-2-phenylethyl)-2-isopropyl-5-methylcyclohexane-1-carboxamide